N-(4,4-difluorocyclohexyl)-5-(1H-imidazol-1-yl)-1H-pyrazolo[4,3-d]pyrimidine-7-carboxamide FC1(CCC(CC1)NC(=O)C=1C2=C(N=C(N1)N1C=NC=C1)C=NN2)F